COC1=CC=C2NC=C(CCN(CC=C)C)C2=C1 5-methoxy-N-methyl-N-allyl-tryptamine